(3-chloro-2-fluorophenylmethyl)-2-(neopentylamino)acetamide ClC=1C(=C(C=CC1)CC(C(=O)N)NCC(C)(C)C)F